4-(3,5-DIFLUOROPHENYL)-N-[3-(6-METHYLPYRIMIDIN-4-YL)-3-AZABICYCLO[3.2.1]OCTAN-8-YL]-6,7-DIHYDRO-5H-[1,2,4]TRIAZOLO[1,5-A]PYRIMIDIN-2-AMINE FC=1C=C(C=C(C1)F)N1C=2N(CCC1)N=C(N2)NC2C1CN(CC2CC1)C1=NC=NC(=C1)C